CN(C(C)=O)C1CN(CC1)C1=NC(=NC=C1)C1=CN=C2N1C=C(N=C2)C(=O)N 3-(4-(3-(N-Methylacetamido)pyrrolidin-1-yl)pyrimidin-2-yl)imidazo[1,2-a]pyrazine-6-carboxamide